O[C@H]1[C@H](O[C@@]2([C@H](CCO2)C2=C(C(=O)N)C=CC=C2OC2=CC=CC=C2)[C@@H]([C@H]1N1N=NC(=C1)C1=CC(=C(C(=C1)F)F)F)O)CO ((4r,5s,7r,8r,9s,10r)-8,10-dihydroxy-7-(hydroxymethyl)-9-(4-(3,4,5-trifluorophenyl)-1H-1,2,3-triazol-1-yl)-1,6-dioxaspiro[4.5]dec-4-yl)-3-phenoxybenzamide